ClC1=C2N=CN(C2=NC(=N1)SCCC)C1CCCCC1 6-Chloro-9-cyclohexyl-2-(propylthio)-9H-purine